1-(6-(4-(5-chloro-6-methyl-1H-indazol-4-yl)-5-(difluoromethyl)-3-(2-methylpyridin-3-yl)-1H-pyrazol-1-yl)-2-azaspiro[3.3]hept-2-yl)prop-2-en-1-one ClC=1C(=C2C=NNC2=CC1C)C=1C(=NN(C1C(F)F)C1CC2(CN(C2)C(C=C)=O)C1)C=1C(=NC=CC1)C